2-bromo-5,6-difluoro-2,3-dihydro-1H-inden-1-ol BrC1C(C2=CC(=C(C=C2C1)F)F)O